6-(4-(3H-imidazo[4,5-b]pyridin-7-yl)-1H-pyrazol-1-yl)pyridine-3-carbonitrile N1=CNC2=NC=CC(=C21)C=2C=NN(C2)C2=CC=C(C=N2)C#N